COC=1C=C(C=CC1OC)C1=C(C#N)C=C(C=N1)[N+](=O)[O-] 2-(3,4-dimethoxyphenyl)-5-nitronicotinonitrile